(2R)-1-Methyl-5-oxo-pyrrolidine CN1CCCC1=O